FC(C1=CC=C(C=C1)N1N=CC2=CC=C(C=C12)NC(C=C)=O)(F)F N-(1-(4-(trifluoromethyl)phenyl)-1H-indazol-6-yl)acrylamide